CN(C=1SC2=C(N=C(N=C2O)O)N1)C 2-(dimethylamino)thiazolo[4,5-d]pyrimidine-5,7-diol